((4,4-difluoropiperidin-1-yl)sulfonyl)-5-(5-methylthiazol-2-yl)-N-(1-(2-(trifluoromethyl)pyrimidin-5-yl)ethyl)benzamide FC1(CCN(CC1)S(=O)(=O)C1=C(C(=O)NC(C)C=2C=NC(=NC2)C(F)(F)F)C=C(C=C1)C=1SC(=CN1)C)F